N-(4-(4-amino-5-(3-fluoro-4-((1-methyl-2-oxo-1,2-dihydropyridin-3-yl)oxy)phenyl)-7-methyl-7H-pyrrolo[2,3-d]pyrimidin-6-yl)phenyl)-2-cyclopropylacrylamide NC=1C2=C(N=CN1)N(C(=C2C2=CC(=C(C=C2)OC=2C(N(C=CC2)C)=O)F)C2=CC=C(C=C2)NC(C(=C)C2CC2)=O)C